4-amino-N-(4-(methoxymethyl)phenyl)-7-(1-methylcyclopropyl)-6-((4-oxocyclohexyl)ethynyl)-7H-pyrrolo[2,3-d]pyrimidine-5-carboxamide NC=1C2=C(N=CN1)N(C(=C2C(=O)NC2=CC=C(C=C2)COC)C#CC2CCC(CC2)=O)C2(CC2)C